β-valerolactam C1(CC(CC)N1)=O